BrC=1C=C(C=CC1OC[C@H](CCl)O)C(C)(C)C1=CC=C(OC[C@@H](CN2C=NC=C2)O)C=C1 (R)-1-(4-(2-(3-bromo-4-((R)-3-chloro-2-hydroxypropoxy)phenyl)propan-2-yl)phenoxy)-3-(1H-imidazol-1-yl)propan-2-ol